COC(C(CCCCCCCCC)O)=O.ClC1=CC(=C(N)C=C1)C1=CC=CC=2SC3=C(C21)C=CC=C3 4-chloro-2-(dibenzo[b,d]thiophen-1-yl)aniline methyl-alpha-hydroxyundecanoate